O1C(=CC=C2C=CCC=C21)[2H] 8-benzopyran-d